CC1(CC(C1)N1N=C2C[C@@H](C3=C(C2=C1)ON=C3[C@@](C(F)(F)F)(C)O)C)C#N (1R,3s)-1-methyl-3-((S)-4-methyl-3-((R)-1,1,1-trifluoro-2-hydroxypropan-2-yl)-4,5-dihydro-7H-isoxazolo[5,4-e]indazol-7-yl)cyclobutane-1-carbonitrile